S(OC#N)OC#N Anti-thiocyanate